CS(=O)(=O)C=1C=C(C=CC1)NC(=O)C=1C(=NC=C(C1)C(F)(F)F)OC1=CC=CC=C1 N-(3-methylsulfonyl-phenyl)-2-phenoxy-5-(trifluoromethyl)pyridine-3-carboxamide